C(#N)C1=CC=C(C=C1)C1(CCN(CC1)C(=O)C=1C(=CC(=C(C(=O)NN)C1)C1CCC1)CC)F 5-(4-(4-cyanophenyl)-4-fluoropiperidine-1-carbonyl)-2-cyclobutyl-4-ethylbenzoyl-hydrazine